Cl.C1(CCCCC1)C(C(=O)NC1CCCCC1)N1C(=NC2=C1C=CC=C2)C2=CC(=CC=C2)N2C(CCC2)=O 2,N-dicyclohexyl-2-{2-[3-(2-oxo-pyrrolidin-1-yl)-phenyl]-benzimidazol-1-yl}-acetamide hydrochloride